5-(5-methyl-7-oxo-5,6,7,8-tetrahydropteridin-4-yl)nicotinamide CN1C=2C(=NC=NC2NC(C1)=O)C=1C=NC=C(C(=O)N)C1